C[C@H](N)C1CCC1 (S)-ALPHA-methyl-cyclobutanemethylamine